N[C@@](C(=O)O)(CC)N(C(CO)=O)[C@H](C(C)(C)C)C=1N(C=C(N1)C1=C(C=CC(=C1)F)F)CC1=CC=CC=C1 (2S)-2-Amino-[{(1R)-1-[1-benzyl-4-(2,5-difluorophenyl)-1H-imidazol-2-yl]-2,2-dimethylpropyl}(glycoloyl)amino]butanoic acid